9,10-difluorospiro[[1,4]oxazino[2,3,4-ij]quinoline-2,1'-cyclobutan]-7(3H)-one FC=1C=C2C(C=CN3C2=C(C1F)OC1(CCC1)C3)=O